3,5-di-tert-butyl-4-hydroxy-phenyl-propionic acid C(C)(C)(C)C=1C=C(C=C(C1O)C(C)(C)C)C(C(=O)O)C